1-(3-((5-(2-methoxyquinolin-6-yl)pyridin-3-yl)amino)azetidin-1-yl)propan-1-one COC1=NC2=CC=C(C=C2C=C1)C=1C=C(C=NC1)NC1CN(C1)C(CC)=O